C(C=1C(C(=O)O)=CC=CC1)(=O)OCCOC(C(=C)C)=O β-Methacryloyloxyethyl hydrogen phthalate